N-(3',5'-dimethyl-7-(trifluoromethyl)spiro[chromeno[4,3-d]thiazole-4,1'-cyclohexan]-2-yl)-4,6-dimethoxypyrimidine-5-carboxamide CC1CC2(CC(C1)C)OC=1C=C(C=CC1C=1N=C(SC12)NC(=O)C=1C(=NC=NC1OC)OC)C(F)(F)F